CC1=CC=C(C=C1)S(=O)(=O)N(C=C=C)C1=CC2=CC=CC=C2C=C1 4-methyl-N-(2-naphthyl)-N-allenylbenzenesulfonamide